7-bromo-3-ethynyl-N-isopropyl-5H-pyrido[3,2-b]indol-4-amine BrC=1C=CC=2C3=C(NC2C1)C(=C(C=N3)C#C)NC(C)C